N-(2-(4-((R)-4-cyclopropyl-3-methylpiperazin-1-yl)piperidin-1-yl)-5-((6-((R)-3-(3',5-difluoro-[1,1'-biphenyl]-3-yl)isoxazolidin-2-yl)pyrimidin-4-yl)amino)-4-methoxyphenyl)acrylamide C1(CC1)N1[C@@H](CN(CC1)C1CCN(CC1)C1=C(C=C(C(=C1)OC)NC1=NC=NC(=C1)N1OCC[C@@H]1C=1C=C(C=C(C1)F)C1=CC(=CC=C1)F)NC(C=C)=O)C